1-(4-((5-cyano-4-(4-fluorophenyl)thiazol-2-yl)(methyl)amino)-8-fluoro-2-isopropylquinolin-6-yl)piperazine-2-carboxylic acid methyl ester COC(=O)C1N(CCNC1)C=1C=C2C(=CC(=NC2=C(C1)F)C(C)C)N(C)C=1SC(=C(N1)C1=CC=C(C=C1)F)C#N